C(#N)C=1C=C2C(=C(C(N(C2=CC1OC1COCC1)C)=O)C(=O)N)N1CCC(CC1)C=1OC2=C(N1)C=C(C=C2)C 6-Cyano-1-methyl-4-[4-(5-methyl-1,3-benzoxazol-2-yl)piperidin-1-yl]-2-oxo-7-[(oxolan-3-yl)oxy]-1,2-dihydroquinoline-3-carboxamide